FC1=CC2=C(C=C3N2C(=NN(C3=O)CC(=O)N[C@H]3CN(CCC3)C)C(C)C)S1 (R)-2-(2-Fluoro-5-isopropyl-8-oxothieno[2',3':4,5]pyrrolo[1,2-d][1,2,4]triazin-7(8H)-yl)-N-(1-methylpiperidin-3-yl)acetamid